4-bromo-6-tert-butylbenzo[b]thiophene BrC1=CC(=CC=2SC=CC21)C(C)(C)C